3-((1r,4r)-4-hydroxycyclohexyl)urea OC1CCC(CC1)NC(N)=O